(1-((2-(4-(5-cyanopyrimidin-2-yl)piperazin-1-yl)-2-oxoethoxy)imino)propan-2-yl)carbamate C(#N)C=1C=NC(=NC1)N1CCN(CC1)C(CON=CC(C)NC([O-])=O)=O